[2-fluoro-4-methyl-5-[[(1S)-1-(2-pyrimidin-2-yl-1,2,4-triazol-3-yl)ethyl]carbamoylamino]phenyl] methanesulfonate CS(=O)(=O)OC1=C(C=C(C(=C1)NC(N[C@@H](C)C=1N(N=CN1)C1=NC=CC=N1)=O)C)F